S1CSCS1 1,3,5-trithiolidine